C(C)[C@H]1N(C[C@@H](N(C1)C=1C=2N(N(C(C1)=O)C)C=C(N2)CC#N)C)C(C)C2=C(C1=C(N=C(S1)C)C=C2)F 2-(8-((2s,5r)-5-ethyl-4-(1-(7-fluoro-2-methylbenzo[d]thiazol-6-yl)ethyl)-2-methylpiperazin-1-yl)-5-methyl-6-oxo-5,6-dihydroimidazo[1,2-b]pyridazin-2-yl)acetonitrile